C1(=CC=CC=C1)C1(CC1)NC(=O)C=1C=2C[C@H]3[C@@H](C2N(N1)C1=NC=CC=C1)C3 (1aS,5aS)-2-Pyridin-2-yl-1a,2,5,5a-tetrahydro-1H-2,3-diaza-cyclopropa[a]pentalene-4-carboxylic acid (1-phenylcyclopropyl)-amide